6-amino-2-chloro-5-(5-chloro-1H-indazole-4-yl)-3-methyl-4-oxo-4,5-dihydrothieno[3,2-c]pyridine-7-carboxamide NC1=C(C2=C(C(N1C1=C3C=NNC3=CC=C1Cl)=O)C(=C(S2)Cl)C)C(=O)N